FC(C(=O)[O-])(F)F.C(C=C)OC(=O)NC1=CC=C(C=C1)NC(=O)C1=CC(=CN1C)C1=CC=C(C=C1)NC(=O)C1=CC(=CN1C)[NH3+] 5-((4-(5-((4-(((allyloxy)carbonyl)amino)phenyl)carbamoyl)-1-methyl-1H-pyrrol-3-yl)phenyl)carbamoyl)-1-methyl-1H-pyrrol-3-aminium 2,2,2-trifluoroacetate